C(C)(C)(C)OC(=O)N1CCC2(CC1)C(CC1=CC=CC=C12)O 2-hydroxy-2,3-dihydro-spiro[indene-1,4'-piperidine]-1'-carboxylic acid tert-butyl ester